1,3,5-triglycidyl-S-triazinetrione sodium salt [Na].C(C1CO1)N1C(N(C(N(C1=O)CC1CO1)=O)CC1CO1)=O